(((bis(benzyloxy)phosphoryl)oxy)methoxy)carbonyl-N-(2-((tert-butyldimethylsilyl)oxy)ethyl)glycinate C(C1=CC=CC=C1)OP(=O)(OCC1=CC=CC=C1)OCOC(=O)N(CC(=O)[O-])CCO[Si](C)(C)C(C)(C)C